C(\C=C/CCCC)=O Cis-2-heptenal